[(4R)-1-[(1R)-1-[3-[[(4S)-chroman-4-yl]carbamoyl]phenyl]butyl]-4-ethyl-6-oxo-4-phenyl-hexahydropyrimidin-2-ylidene]ammonium O1CC[C@@H](C2=CC=CC=C12)NC(=O)C=1C=C(C=CC1)[C@@H](CCC)N1C(N[C@](CC1=O)(C1=CC=CC=C1)CC)=[NH2+]